The molecule is a sulfonamide consisting of pyrimidine with methyl substituents at the 4- and 6-positions and a 4-aminobenzenesulfonamido group at the 2-position. It has a role as an antiinfective agent, a carcinogenic agent, a ligand, an antibacterial drug, an antimicrobial agent, an EC 2.5.1.15 (dihydropteroate synthase) inhibitor, an environmental contaminant, a xenobiotic and a drug allergen. It is a member of pyrimidines, a sulfonamide and a sulfonamide antibiotic. It derives from a sulfanilamide. CC1=CC(=NC(=N1)NS(=O)(=O)C2=CC=C(C=C2)N)C